N1[CH-]C(C=C1)=O 2-dihydropyrrolidone